CC1=C(C(=O)O)C(=CC=C1C)C 2,3,6-trimethylbenzoic acid